aminothymidine CC1=CN(C(=O)NC1=O)[C@]2(C[C@@H]([C@H](O2)CO)O)N